FC(C1=C(C=CC=C1)[C@@H]1N(CCC1)C=1C(=NC=CN1)C(=O)N)(F)F ((R)-2-(2-(trifluoromethyl)phenyl)pyrrolidin-1-yl)pyrazine-2-carboxamide